NC1(CCCC1)CO 1-amino-cyclopentanemethanol